CC1=C(CSCC2=C(C(=CC=C2)C)C)C=CC=C1C 2,3-dimethyl-benzyl sulfide